6-[8-(1,3-benzothiazol-2-ylcarbamoyl)-3,4-dihydroisoquinolin-2(1H)-yl]-3-[1-(3,5-difluorobenzyl)-1H-pyrazol-4-yl]pyridine-2-carboxylic acid S1C(=NC2=C1C=CC=C2)NC(=O)C=2C=CC=C1CCN(CC21)C2=CC=C(C(=N2)C(=O)O)C=2C=NN(C2)CC2=CC(=CC(=C2)F)F